ClC=1C=C(CNCCCCOCCNC=2C=3C=NNC3C=C(C2)C2=CC(=NC=C2)OC)C=CC1OC(F)(F)F N-(2-(4-((3-chloro-4-(trifluoromethoxy)benzyl)amino)butoxy)ethyl)-6-(2-methoxypyridin-4-yl)-1H-indazol-4-amine